F[C@H]1CNCC[C@H]1OC (3S,4R)-3-fluoro-4-methoxypiperidine